methyl (1r,4r)-4-(3-chloroanilino)-2'-(4-hydroxyphenyl)-2',3'-dihydrospiro[cyclohexane-1,1'-indene]-4-carboxylate ClC=1C=C(NC2(CCC3(C(CC4=CC=CC=C34)C3=CC=C(C=C3)O)CC2)C(=O)OC)C=CC1